3-amino-N-(1-methylpiperidin-4-yl)-6-[(1E)-2-[2-(prop-2-enamido)phenyl]ethenyl]pyridine-2-carboxamide NC=1C(=NC(=CC1)\C=C\C1=C(C=CC=C1)NC(C=C)=O)C(=O)NC1CCN(CC1)C